bis((triisopropylsilyl)oxy)-3'H,5H-spiro[dibenzo[b,e]siline-10,1'-isobenzofuran]-6'-carboxylate C(C)(C)[Si](OC1(OC2(C3=CC(=CC=C13)C(=O)[O-])C1=C([SiH2]C3=C2C=CC=C3)C=CC=C1)O[Si](C(C)C)(C(C)C)C(C)C)(C(C)C)C(C)C